C1(=CCCCC1)[C@@H]1N(CC[C@@H](C1)C)C(=O)NC\C=C\S(=O)(=O)C (2R,4S)-2-(cyclohex-1-en-1-yl)-4-methyl-N-((E)-3-(methylsulfonyl)allyl)piperidine-1-carboxamide